N-{4-[4-amino-7-(1-methylpiperidin-4-yl)pyrrolo[2,1-f][1,2,4]triazin-5-yl]-3-fluorophenyl}-2-oxo-1-phenyl-1,2-dihydropyridine-3-carboxamide NC1=NC=NN2C1=C(C=C2C2CCN(CC2)C)C2=C(C=C(C=C2)NC(=O)C=2C(N(C=CC2)C2=CC=CC=C2)=O)F